2-fluoro-4-methyl-5-[8-(morpholin-4-yl)imidazo[1,2-a]pyridin-6-yl]benzamide FC1=C(C(=O)N)C=C(C(=C1)C)C=1C=C(C=2N(C1)C=CN2)N2CCOCC2